COC1=CC=C(C=2CCCCC12)S(=O)(=O)NC1=C(C=CC=C1)C#CC1=CC=C(C(=O)O)C=C1 4-{2-[2-(4-methoxy-5,6,7,8-tetrahydronaphthalene-1-sulfonamido)phenyl]ethynyl}benzoic acid